N5-(2-(3-(3-Morpholinopropoxy)phenyl)thieno[3,2-d]pyrimidin-4-yl)pyrimidine-2,5-diamine O1CCN(CC1)CCCOC=1C=C(C=CC1)C=1N=C(C2=C(N1)C=CS2)NC=2C=NC(=NC2)N